BrC1=C(C(=O)C2C(N(CC2)C=C)=O)C=C(C=C1)Cl 3-(2-bromo-5-chlorobenzoyl)-1-vinylpyrrolidin-2-one